BrC1=CN=C2C(=NC(=NN21)NC(C)CCC)N(CC2=CC=C(C=C2)OC)CC2=CC=C(C=C2)OC 7-bromo-N4,N4-bis(4-methoxybenzyl)-N2-(pent-2-yl)imidazo[2,1-f][1,2,4]triazin-2,4-diamine